4-bromo-1,5-dimethyl-3-(trifluoromethyl)-1H-pyrazole BrC=1C(=NN(C1C)C)C(F)(F)F